N-(2-((3-acetamido-4,5-dihydroxy-6-(hydroxymethyl)tetrahydro-2H-pyran-2-yl)oxy)ethyl)methacrylamide C(C)(=O)NC1C(OC(C(C1O)O)CO)OCCNC(C(=C)C)=O